C(#N)C1=C(C=CC(=C1)F)C1=C(C=C(C=C1)O[C@H]1[C@H](CCC1)NS(=O)(=O)C(C)C)F N-{(1S,2R)-2-[(2'-cyano-2,4'-difluorobiphenyl-4-yl)oxy]cyclopentyl}propane-2-sulfonamide